FC=1C=NC(=NC1)C=1C=C(C=CC1C)NC(=O)C1C2CCC1(C2)C=2N(N=CC2)C N-[3-(5-fluoropyrimidin-2-yl)-4-methylphenyl]-1-(2-methylpyrazol-3-yl)bicyclo[2.1.1]hexane-5-carboxamide